OC1(CCCCC1)CC(=O)N(CC1=NC=CC=C1)C 2-(1-hydroxycyclohexyl)-N-methyl-N-(pyridin-2-ylmethyl)acetamide